CC1(C=CC(C=C1)=C1C=CC(C=C1)(N)C)N 4,4'-dimethyl-4,4'-diaminobiphenyl